(S)-3-(1-(2-amino-2-oxoethyl)pyrrolidin-3-yl)-4-methyl-N-(5-(trifluoromethyl)pyridin-3-yl)benzamide NC(CN1C[C@@H](CC1)C=1C=C(C(=O)NC=2C=NC=C(C2)C(F)(F)F)C=CC1C)=O